COC1=NC=C(C=C1C(=O)N)NC(C(=O)N1[C@@H](CC[C@H](C1)C)C1=CC(=C(C(=C1)F)F)F)=O methoxy-5-[[2-[(2S,5R)-5-methyl-2-(3,4,5-trifluorophenyl)-1-piperidyl]-2-oxo-acetyl]amino]pyridine-3-carboxamide